C1CCC12N(CCC2)CCNC(C2=CN=C(C(=C2)N)C)=O N-(2-(5-azaspiro[3.4]octan-5-yl)ethyl)-5-amino-6-methylnicotinamide